2-Nitrophenol [N+](=O)([O-])C1=C(C=CC=C1)O